bis(tert-butylcarbonyloxy)iodobenzene CC(C)(C)C(=O)OC1=C(C(=CC=C1)I)OC(=O)C(C)(C)C